2-((2R,3R,4R,5R,6R)-3,4,5-tris(benzyloxy)-6-((benzyloxy)methyl)tetrahydro-2H-pyran-2-yl)ethan-1-ol C(C1=CC=CC=C1)O[C@@H]1[C@H](O[C@@H]([C@H]([C@@H]1OCC1=CC=CC=C1)OCC1=CC=CC=C1)COCC1=CC=CC=C1)CCO